1-[5-chloro-9-methoxy-9-(trifluoromethyl)xanthen-3-yl]Pyrrolidine ClC1=C2OC=3C=C(C=CC3C(C2=CC=C1)(C(F)(F)F)OC)N1CCCC1